1-Ethyl-3-{3-[3-(4-fluorophenyl)-1H-1,2,4-triazol-5-yl]-4-methylphenyl}urea C(C)NC(=O)NC1=CC(=C(C=C1)C)C1=NC(=NN1)C1=CC=C(C=C1)F